C1(CC1)C=1C(=CC(=C(CN2CCC3(CN(C(O3)=O)C3CCC(CC3)(C(=O)NCCCS(=O)(=O)O)C)CC2)C1)OCC)C1=NC=C(C=C1)F 3-((1r,4r)-4-(8-(5-cyclopropyl-2-ethoxy-4-(5-fluoropyridin-2-yl)benzyl)-2-oxo-1-oxa-3,8-diazaspiro[4.5]decan-3-yl)-1-methylcyclohexane-1-carboxamido)propane-1-sulfonic acid